3-(5-(((1S,2S)-2-(((trans-3-methoxycyclobutyl)methyl)amino)cyclohexyl)oxy)-1-oxoisoindolin-2-yl)piperidine-2,6-dione CO[C@@H]1C[C@H](C1)CN[C@@H]1[C@H](CCCC1)OC=1C=C2CN(C(C2=CC1)=O)C1C(NC(CC1)=O)=O